15,18,21,24,27-triacontapentaenoic acid C(CCCCCCCCCCCCCC=CCC=CCC=CCC=CCC=CCC)(=O)O